FCCCS(=O)(=O)N(COCC[Si](C)(C)C)C1=C(C(=C(C(=C1)F)F)I)F 3-fluoro-N-(2,4,5-trifluoro-3-iodophenyl)-N-((2-(trimethylsilyl)ethoxy)-methyl)propane-1-sulfonamide